pentafluoro-nitrosobenzene FC1=C(C(=C(C(=C1N=O)F)F)F)F